F[C@H]1C[C@H](N(C1)C(CN1C[C@@H](CC1)NC=1C=C2C=CC=NC2=CC1)=O)C#N (2S,4S)-4-fluoro-1-[2-[(3R)-3-(6-quinolylamino)pyrrolidin-1-yl]acetyl]pyrrolidine-2-carbonitrile